C(CCC)[C@H]1N(S(C2=C(N(C1)C1=CC=CC=C1)C=C(C(=C2)CO)OC)(=O)=O)CC2=CC=C(C=C2)OC (R)-3-butyl-8-(hydroxymethyl)-7-methoxy-2-(4-methoxybenzyl)-5-phenyl-2,3,4,5-tetrahydro-1,2,5-benzothiadiazepine 1,1-dioxide